C1(CC1)S(=O)(=O)C1=C(C(=CC=C1)C1=C(C=CC=C1)COCC)C(=O)N cyclopropylsulfonyl-2'-(ethoxymethyl)-[1,1'-biphenyl]-2-carboxamide